1-((2-(2-fluoro-5-(trifluoromethoxy)phenyl)-5H-imidazo[4,5-c]pyridin-5-yl)methyl)-1H-benzo[d][1,2,3]triazole FC1=C(C=C(C=C1)OC(F)(F)F)C=1N=C2C(=CN(C=C2)CN2N=NC3=C2C=CC=C3)N1